2-[2-hydroxy-5-(methacryloyloxyethyl)phenyl]-5-methoxy-2H-benzotriazole OC1=C(C=C(C=C1)CCOC(C(=C)C)=O)N1N=C2C(=N1)C=CC(=C2)OC